FC1=CC=C(OC(=S)OC2C[C@H]3[C@H]([C@H](N(C3)C(=O)OCC3=CC=CC=C3)C(=O)OC)C2)C=C1 (1S,3aS,6aR)-2-Benzyl 1-methyl 5-(((4-fluorophenoxy)carbonothioyl)oxy)hexahydrocyclopenta[c]pyrrole-1,2(1H)-dicarboxylate